3-ethyl-7-(piperazin-1-ylmethyl)quinolin-2(1H)-one hydrochloride Cl.C(C)C=1C(NC2=CC(=CC=C2C1)CN1CCNCC1)=O